Methyl 5-(2,4-difluorophenylmethylcarbamoyl)-1-(2,2-dihydroxyethyl)-3-methoxy-4-oxo-1,4-dihydropyridine-2-carboxylate FC1=C(C=CC(=C1)F)CNC(=O)C=1C(C(=C(N(C1)CC(O)O)C(=O)OC)OC)=O